13-(octanoyloxy)tridecyl-5-heptyldodecanoate C(CCCCCCC)(=O)OCCCCCCCCCCCCCOC(CCCC(CCCCCCC)CCCCCCC)=O